allyl 3-[4-[[(3S,5R)-1-[2-(3-cyanophenyl)ethyl]-5-methyl-pyrrolidin-3-yl]methoxy]phenyl]sulfonylazetidine-1-carboxylate C(#N)C=1C=C(C=CC1)CCN1C[C@H](C[C@H]1C)COC1=CC=C(C=C1)S(=O)(=O)C1CN(C1)C(=O)OCC=C